2-oxo-6,7-dihydrobenzo[a]quinolizine O=C1C=CN2CCC3=C(C2=C1)C=CC=C3